4-[5-(4-chlorophenyl)-1-[3-(trifluoromethyl)-2-pyridyl]pyrrol-2-yl]-N-[3-(dimethylamino)propyl]-benzamide ClC1=CC=C(C=C1)C1=CC=C(N1C1=NC=CC=C1C(F)(F)F)C1=CC=C(C(=O)NCCCN(C)C)C=C1